N,2-bis[(2R)-1,4-Dioxan-2-ylmethyl]-8-methyl-4,5-dihydro-2H-furo[2,3-g]indazol-7-carboxamid O1[C@@H](COCC1)CNC(=O)C1=C(C2=C(CCC3=CN(N=C23)C[C@H]2OCCOC2)O1)C